{[(3-bromopropyl)sulfanyl]diphenylmethyl}benzene BrCCCSC(C1=CC=CC=C1)(C1=CC=CC=C1)C1=CC=CC=C1